C1(CC1)N(C(OC(C)(C)C)=O)[C@@H]1CN(CCC1)C1=C2C(=NC=C1)N(C=C2C=2N=NC=CC2)COCC[Si](C)(C)C tert-butyl N-cyclopropyl-N-[(3S)-1-[3-pyridazin-3-yl-1-(2-trimethylsilylethoxymethyl) pyrrolo[2,3-b]pyridin-4-yl]-3-piperidyl]carbamate